3-acetyldihydro-2(3H)-thiophenone C(C)(=O)C1C(SCC1)=O